(4-(bis(4-methoxybenzyl)amino)-2-butoxyimidazo[2,1-f][1,2,4]triazin-7-yl)(4-(1-methylpyrrolidin-3-yl)phenyl)methanol COC1=CC=C(CN(C2=NC(=NN3C2=NC=C3C(O)C3=CC=C(C=C3)C3CN(CC3)C)OCCCC)CC3=CC=C(C=C3)OC)C=C1